3-Methylpyrazolo[1,5-a]pyridine-5-carboxylate CC=1C=NN2C1C=C(C=C2)C(=O)[O-]